1-methyl-1,4-dihydropyrazolo[3',4':4,5]pyrrolo[3,2-b]pyridine-3-carboxylic acid methyl ester COC(=O)C1=NN(C2=C1NC=1C2=NC=CC1)C